The molecule is amfenac in which the the hydrogen at the 4 position of the benzoyl group is substituted by bromine. It is used for the management of ocular pain and treatment of postoperative inflammation in patients who have undergone cataract extraction. It was withdrawn from the US market in 1998, following concerns over off-label abuse and hepatic failure. It has a role as a non-steroidal anti-inflammatory drug and a non-narcotic analgesic. It is a member of benzophenones, a substituted aniline, an aromatic amino acid and an organobromine compound. It derives from an amfenac. It is a conjugate acid of a bromfenac(1-). C1=CC(=C(C(=C1)C(=O)C2=CC=C(C=C2)Br)N)CC(=O)O